4-bromomethyl-1,3-dioxolan-2-one BrCC1OC(OC1)=O